C(#N)NC(=O)C1=NC=C(C=C1)C#CC1=C(C=CC(=C1)F)NS(=O)(=O)C1=CC=C(C2=CC=CC=C12)OC N-cyano-5-{2-[5-fluoro-2-(4-methoxynaphthalene-1-sulfonamido)-phenyl]ethynyl}pyridine-2-carboxamide